tert-butyl 4-(3-(2-(azepan-1-yl)acetamido)-4-methylthiophene-2-carbonyl)piperazine-1-carboxylate N1(CCCCCC1)CC(=O)NC1=C(SC=C1C)C(=O)N1CCN(CC1)C(=O)OC(C)(C)C